tert-butyl (3S)-4-(7-(2-fluoro-6-(fluoromethyl)phenyl)-6-fluoro-1-(2-isopropyl-4-methylpyridin-3-yl)-2-oxo-1,2-dihydropyrido[2,3-d]pyrimidin-4-yl)-3-methylpiperazine-1-carboxylate FC1=C(C(=CC=C1)CF)C=1C(=CC2=C(N(C(N=C2N2[C@H](CN(CC2)C(=O)OC(C)(C)C)C)=O)C=2C(=NC=CC2C)C(C)C)N1)F